(3aR,6R,6aR)-2,2-dimethyl-6-vinyltetrahydro-4H-cyclopenta[d][1,3]dioxol-4-one CC1(O[C@@H]2[C@H](O1)[C@H](CC2=O)C=C)C